1-(dimethylaminomethyl)-2-naphthol CN(C)CC1=C(C=CC2=CC=CC=C12)O